4-(1-isopropyl-4-(trifluoromethyl)-1H-imidazol-2-yl)benzoic acid methyl ester COC(C1=CC=C(C=C1)C=1N(C=C(N1)C(F)(F)F)C(C)C)=O